C[N+]1(CCCCC1)CCC N-methyl-N-propylpiperidinium